(S)-1-(2-fluoro-6-((2-hydroxyethyl)amino)benzyl)-3,4-dimethyl-2-oxo-N-(2,4,6-trifluorobenzyl)-1,2,3,4-tetrahydro-quinazoline-7-carboxamide hydrochloride Cl.FC1=C(CN2C(N([C@H](C3=CC=C(C=C23)C(=O)NCC2=C(C=C(C=C2F)F)F)C)C)=O)C(=CC=C1)NCCO